The molecule is a member of the class of phenols that is phenol substituted by a 1-hydroxyethyl group at position 4. It has a role as a mouse metabolite. It is a member of phenols and a member of benzyl alcohols. CC(C1=CC=C(C=C1)O)O